NC=1C2=C(N=CN1)N(C=C2C=2C(=C1CCN(C1=CC2)C(CC2=C(C=CC(=C2)C(F)(F)F)F)=O)F)S(=O)(=O)C2=CC=C(C)C=C2 1-(5-(4-amino-7-tosyl-7H-pyrrolo[2,3-d]pyrimidin-5-yl)-4-fluoroindolin-1-yl)-2-(2-fluoro-5-(trifluoromethyl)phenyl)ethan-1-one